C1(CC1)C1=C(C(=NO1)C1=C(C=CC=C1Cl)Cl)C(=O)O[C@@]12N(C[C@@H](CC1)C2)C=2C(=CC1=C(N=CS1)C2OC(F)(F)F)C(=O)O (1S,4S,5R)-5-[[5-cyclopropyl-3-(2,6-dichlorophenyl)-1,2-oxazole-4-carbonyloxy]-2-azabicyclo[2.2.1]heptan-2-yl]-4-(trifluoromethoxy)-1,3-benzothiazole-6-carboxylic acid